3-(3,5-difluorophenyl)-5-methyl-4H-isoxazole-5-carboxylic acid methyl ester COC(=O)C1(CC(=NO1)C1=CC(=CC(=C1)F)F)C